4-(3-chloro-4-fluoro-phenyl)-7-(tetrahydrofuran-3-yloxy)quinazoline-4,6-diamine ClC=1C=C(C=CC1F)C1(NC=NC2=CC(=C(C=C12)N)OC1COCC1)N